2,4,4-trimethylcyclopent-2-en-1-one CC=1C(CC(C1)(C)C)=O